FC1(C(N(C2=C(O1)C=C(C(=C2)C2=C(C(=C(C=C2F)F)F)F)F)CC(=O)O)=O)F 2-(2,2,7-trifluoro-3-oxo-6-(2,3,4,6-tetrafluorophenyl)-2,3-dihydro-4H-benzo[b][1,4]oxazin-4-yl)acetic acid